IC1=CC(=NC(=C1)N1CCOCC1)N 4-iodo-6-(morpholin-4-yl)pyridin-2-amine